N-[(1E)-(4,6-difluoro-1-methyl-1,3-benzodiazol-2-yl)methylidene]-2-methylpropane-2-sulfinamide FC1=CC(=CC=2N(C(=NC21)\C=N\S(=O)C(C)(C)C)C)F